The molecule is a docosanoid anion that is the conjugate base of (7Z,10Z,14E,16Z,19Z)-13-oxodocosapentaenoic acid, obtained by deprotonation of the carboxy group; major species at pH 7.3. It is a docosanoid anion, a polyunsaturated fatty acid anion, an oxo fatty acid anion and a long-chain fatty acid anion. It is a conjugate base of a (7Z,10Z,14E,16Z,19Z)-13-oxodocosapentaenoic acid. CC/C=C\\C/C=C\\C=C\\C(=O)C/C=C\\C/C=C\\CCCCCC(=O)[O-]